C(C)(C)(C)OC(=O)NCCC(C(=O)O)C 4-((tert-butoxycarbonyl)amino)-2-methylbutanoic acid